C1(CC1)C=1NC(=NN1)C1CC2(CN(C2)C(=O)N2CC3(CN(C3)S(=O)(=O)C3=C(C=CC=C3)OC(F)(F)F)C2)C1 [6-(5-cyclopropyl-4H-1,2,4-triazol-3-yl)-2-azaspiro[3.3]heptan-2-yl]-[2-[2-(trifluoromethoxy)phenyl]sulfonyl-2,6-diazaspiro[3.3]heptan-6-yl]methanone